2-acrylamido-2-methylpropyl-sulfonate C(C=C)(=O)NC(CS(=O)(=O)[O-])(C)C